(S)-2-((4-(3-((9-((5-chloropyrimidin-2-yl)amino)-3-azaspiro[5.5]undec-3-yl)methyl)pyrrolidin-1-yl)pyrimidin-5-yl)oxy)-5-fluoro-N,N-diisopropylbenzamide ClC=1C=NC(=NC1)NC1CCC2(CCN(CC2)C[C@H]2CN(CC2)C2=NC=NC=C2OC2=C(C(=O)N(C(C)C)C(C)C)C=C(C=C2)F)CC1